C[C@@H]1N(C[C@H](NC1)C)C=1SC2=NC=C(C=C2N1)C(F)(F)F (2S,5R)-2,5-dimethyl-1-[6-(trifluoromethyl)-[1,3]thiazolo[5,4-b]pyridin-2-yl]piperazine